(R)-1-(2,5-difluoro-pyridin-3-yl)ethyl (1-methyl-4-(5-((3-(trifluorometh-yl)bicyclo[1.1.1]-pentan-1-yl)carbamoyl)pyridin-2-yl)-1H-1,2,3-triazol-5-yl)carbamate CN1N=NC(=C1NC(O[C@H](C)C=1C(=NC=C(C1)F)F)=O)C1=NC=C(C=C1)C(NC12CC(C1)(C2)C(F)(F)F)=O